C(C)(C)(C)OC(=O)N1CC2=CC=C(C=C2CC1)C1=NC(=C(C2=C1C=CS2)C2=C(C=C(C=C2)F)OCCOC)C(N)=O 6-[6-carbamoyl-7-[4-fluoro-2-(2-methoxyethoxy)phenyl]thieno[3,2-c]pyridin-4-yl]-3,4-dihydro-1H-isoquinoline-2-carboxylic acid tert-butyl ester